[C@H]12CNC[C@H](CC1)N2C2=C1CN(C(C1=CC=C2)=O)C2C(NC(CC2)=O)=O 3-(4-((1R,5S)-3,8-diazabicyclo[3.2.1]octan-8-yl)-1-oxoisoindolin-2-yl)piperidine-2,6-dione